5-((R)-4-benzhydryl-2-methylpiperazine-1-carbonyl)-2-(2,6-dioxopiperidin-3-yl)isoindoline-1,3-dione C(C1=CC=CC=C1)(C1=CC=CC=C1)N1C[C@H](N(CC1)C(=O)C=1C=C2C(N(C(C2=CC1)=O)C1C(NC(CC1)=O)=O)=O)C